BrC1=NC2=C3N=CC=CC3=CC=C2C=C1 bromo(1,10-phenanthroline)